ClC1=C(C=CC=C1Cl)C=1N(C(=CC(C1C(=O)O)=O)CN1N=C(C=C1)NC(COC)=O)CC (2,3-dichlorophenyl)-1-ethyl-6-[[3-[(2-methoxyacetyl)amino]pyrazol-1-yl]methyl]-4-oxo-pyridine-3-carboxylic acid